4-(2-(2-ethoxy-4-(5-phenyl-1,2,4-oxadiazol-3-yl)phenoxy)acetamido)benzamide C(C)OC1=C(OCC(=O)NC2=CC=C(C(=O)N)C=C2)C=CC(=C1)C1=NOC(=N1)C1=CC=CC=C1